NC1=C(C(=O)NC2=CN=CC3=CC=CC=C23)C=C(C=C1)OC(F)F 2-amino-5-(difluoromethoxy)-N-(isoquinolin-4-yl)benzamide